C(C)(C)(C)C1=CC(=C(C=C1)C1=CC(C(=C(N1)C)NC(C)=O)=O)C N-[6-(4-tert-butyl-2-methyl-phenyl)-2-methyl-4-oxo-1H-pyridin-3-yl]acetamide